1-palmitoyl-sn-glycero-3-phosphate choline OCC[N+](C)(C)C.C(CCCCCCCCCCCCCCC)(=O)OC[C@@H](O)COP(=O)(O)O